dibenzyl (2S,3S,4R)-4-(1,4,7,10-tetraazacyclododecan-1-yl)-3-hydroxypyrrolidine-1,2-dicarboxylate N1(CCNCCNCCNCC1)[C@H]1[C@@H]([C@H](N(C1)C(=O)OCC1=CC=CC=C1)C(=O)OCC1=CC=CC=C1)O